8-(4-chloro-2-fluoro-phenyl)-6-[(2R,6R)-2-(1-cyclopropylpyrazol-4-yl)-6-methyl-morpholin-4-yl]-3-methyl-2-(trifluoromethyl)pyrimido[5,4-d]pyrimidin-4-one ClC1=CC(=C(C=C1)C1=NC(=NC2=C1N=C(N(C2=O)C)C(F)(F)F)N2C[C@H](O[C@@H](C2)C)C=2C=NN(C2)C2CC2)F